NC1=CC=C(C=C1)C1=NC(=CC(=C1)C1=CC=C(C=C1)O)C1=CC=C(C=C1)N 4-(2,6-bis(4-aminophenyl)pyridin-4-yl)phenol